1-(5-(5-((7-chloro-4-oxo-3,4-dihydrophthalazin-1-yl)methyl)-2-fluorophenyl)-1H-benzimidazol-2-yl)-3-ethylurea ClC1=CC=C2C(NN=C(C2=C1)CC=1C=CC(=C(C1)C1=CC2=C(NC(=N2)NC(=O)NCC)C=C1)F)=O